BrC=1N=C(C(=NC1)N)OCC1=C(C=NC=C1)OC1=CC=CC=C1 5-bromo-3-((3-phenoxypyridin-4-yl)methoxy)pyrazin-2-amine